(1S,3S)-3-((6-(5-((6-benzylpyridin-2-yl)amino)-1-methyl-1H-1,2,3-triazol-4-yl)-2-methylpyridin-3-yl)oxy)cyclohexane-1-carboxylic acid C(C1=CC=CC=C1)C1=CC=CC(=N1)NC1=C(N=NN1C)C1=CC=C(C(=N1)C)O[C@@H]1C[C@H](CCC1)C(=O)O